Calcium-Natrium Borat B([O-])([O-])[O-].[Na+].[Ca+2]